[Br-].BrC1=C(C[P+](C2=CC=CC=C2)(C2=CC=CC=C2)C2=CC=CC=C2)C=CC=C1 (2-bromobenzyl)triphenylphosphonium bromide